ClC1=C(C=C(C(=C1)Cl)OC)NC1=C(C=NC2=CC(=C(C=C12)OC)OCCN1CCN(CC1)C)C#N 4-[(2,4-dichloro-5-methoxyphenyl)amino]-6-methoxy-7-[2-(4-methyl-1-piperazinyl)ethoxy]-3-quinolinecarbonitrile